NC1=C(SC2=NC(=CC(=C21)C)C)C(=O)NC2CC=1C=CC(=NC1CC2)N2CC(C(C2)OC(C)C)N 3-amino-N-{2-[3-amino-4-(propan-2-yloxy)pyrrolidin-1-yl]-5,6,7,8-tetrahydroquinolin-6-yl}-4,6-dimethylthieno[2,3-b]pyridine-2-carboxamide